2-(4-trifluoromethylphenyl)ethylamine FC(C1=CC=C(C=C1)CCN)(F)F